(S)-2-(5-chloropyridin-3-yl)-N-(chroman-4-yl)benzo[d]thiazole-6-carboxamide ClC=1C=C(C=NC1)C=1SC2=C(N1)C=CC(=C2)C(=O)N[C@H]2CCOC1=CC=CC=C21